FC(C1=CC=C(C=C1)NC1=C(C=CC=C1)C1=NN=C(O1)NCCO)(F)F 2-((5-(2-((4-(trifluoromethyl)phenyl)amino)phenyl)-1,3,4-oxadiazol-2-yl)amino)ethan-1-ol